ClC1=CN=CC(=N1)C(C(=O)OCC)(CCOC)C Ethyl 2-(6-chloropyrazin-2-yl)-4-methoxy-2-methylbutanoate